BrC1=C(C=CC(=C1)C(F)(F)F)C1=CC=C(C(=N1)C(=O)OC)Cl Methyl 6-(2-bromo-4-(trifluoromethyl) phenyl)-3-chloropicolinate